8-(5-chloro-2-(isopropylamino)pyridin-4-yl)-2-(5-fluoro-2-(hydroxymethyl)benzyl)-2,3-dihydro-1h,5h-spiro[pyrrolo[1,2-a][1,4]diazepin-4,5'-[1,3]dioxan]-1-one ClC=1C(=CC(=NC1)NC(C)C)C=1C=C2N(CC3(COCOC3)CN(C2=O)CC2=C(C=CC(=C2)F)CO)C1